(6R)-6-(1-(8-(cyclopropylmethyl)-8-azabicyclo[3.2.1]oct-3-yl)piperidin-4-yl)-2-(4-(methylsulfonyl)phenyl)-5,6,7,8-tetrahydroimidazo[1,2-a]pyridine C1(CC1)CN1C2CC(CC1CC2)N2CCC(CC2)[C@H]2CCC=1N(C2)C=C(N1)C1=CC=C(C=C1)S(=O)(=O)C